N-{2-[(2R)-2-Methylpyrrolidin-1-yl]-[1,3]thiazolo[5,4-c]pyridin-6-yl}-5-(oxan-4-yl)-6-[(pyrrolidin-1-yl)methyl]pyridin-2-amine C[C@H]1N(CCC1)C=1SC=2C=NC(=CC2N1)NC1=NC(=C(C=C1)C1CCOCC1)CN1CCCC1